NC=1C=C(OC=2C=C(C=CC2)SC2=CC(=CC=C2)OC2=CC(=CC=C2)N)C=CC1 bis[3-(3-aminophenoxy)phenyl]sulfide